6-(Bromomethyl)-2-(trifluoromethyl)quinazoline BrCC=1C=C2C=NC(=NC2=CC1)C(F)(F)F